FC=1C=CC(=NC1C)[C@H]1[C@@H](CO[C@](C1)(C(F)(F)F)C)C=1NC=2C=CN=C(C2C(C1)=O)C(=O)N 2-((3R,4R,6R)-4-(5-fluoro-6-methylpyridin-2-yl)-6-methyl-6-(trifluoromethyl)tetrahydro-2H-pyran-3-yl)-4-oxo-1,4-dihydro-1,6-naphthyridine-5-carboxamide